OCC=1C(=NOC1C1=CC=C(C(=N1)C)O[C@@H]1C[C@H](CCC1)C(=O)OCC)C (1S,3S)-ethyl 3-((6-(4-(hydroxymethyl)-3-methylisoxazol-5-yl)-2-methylpyridin-3-yl)oxy)cyclohexanecarboxylate